(S)-4-(3-amino-3-methylpyrrolidin-1-yl)-N-(bicyclo[1.1.1]pentan-1-yl)-5-(3,5-difluorophenyl)-6-methylnicotinamide N[C@@]1(CN(CC1)C1=C(C(=NC=C1C(=O)NC12CC(C1)C2)C)C2=CC(=CC(=C2)F)F)C